2α-fluoro-3a,7a-dihydroxy-5β-cholanic acid F[C@H]1[C@H](C[C@H]2C[C@H]([C@H]3[C@@H]4CC[C@H]([C@@H](CCC(=O)O)C)[C@]4(CC[C@@H]3[C@]2(C1)C)C)O)O